N-Cyclopentyl-2-(4-(4-methylphenylsulfonamido)phenyl)oxazole-4-carboxamide C1(CCCC1)NC(=O)C=1N=C(OC1)C1=CC=C(C=C1)NS(=O)(=O)C1=CC=C(C=C1)C